BrC=1C(C(=CN2C1N=C(C=C2)C2CC2)C2=CC(=C(C=C2)OC(F)F)OC)=O 9-bromo-2-cyclopropyl-7-[4-(difluoromethoxy)-3-methoxyphenyl]-8H-pyrido[1,2-a]pyrimidin-8-one